OC1=CC=C(N=N1)C(=O)C1CN(CCC1)C(=O)OC(C)(C)C tert-Butyl 3-(6-hydroxypyridazine-3-carbonyl)piperidine-1-carboxylate